methyl 2-((1R,5S,6s)-3-(7,7-difluoro-2-(2-methylazetidin-1-yl)-6,7-dihydro-5H-cyclopenta[d]pyrimidin-4-yl)-3-azabicyclo[3.1.0]hexan-6-yl)acetate FC1(CCC2=C1N=C(N=C2N2C[C@@H]1C([C@@H]1C2)CC(=O)OC)N2C(CC2)C)F